(S)-5'-C-Azidoethyl-5'-O-(4,4'-dimethoxytrityl)-3'-O-[(1,1-dimethylethyl)diphenyl-silyl]-2'-O-methyl-uridine N(=[N+]=[N-])CCC([C@@H]1[C@H]([C@H]([C@H](O1)N1C(=O)NC(=O)C=C1)OC)O[Si](C1=CC=CC=C1)(C1=CC=CC=C1)C(C)(C)C)OC(C1=CC=C(C=C1)OC)(C1=CC=C(C=C1)OC)C1=CC=CC=C1